C(CC(=O)O)(C(=O)O)C(=O)O 1,1,2-ethanetricarboxylic acid